1-cyclobutyl-3-(5-((2,3-dihydrobenzo[b][1,4]dioxin-5-yl)amino)-7-(methylamino)pyrazolo[1,5-a]pyrimidin-3-yl)urea C1(CCC1)NC(=O)NC=1C=NN2C1N=C(C=C2NC)NC2=CC=CC=1OCCOC12